2-(2-isopropylphenyl)-5-methyl-8-(4-(1-methyl-4-(trifluoromethyl)-1H-imidazol-2-yl)benzyl)-5,6,7,8-tetrahydropteridine C(C)(C)C1=C(C=CC=C1)C1=NC=2N(CCN(C2C=N1)C)CC1=CC=C(C=C1)C=1N(C=C(N1)C(F)(F)F)C